dihydro-2-methyl-3(2H)furanone CC1OCCC1=O